(3R)-1-(2-{[(4as,7ar)-1-methyl-octahydro-1H-cyclopenta[b]pyridin-4a-yl]methoxy}-7-(8-ethynyl-7-fluoro-3-hydroxynaphthalen-1-yl)-8-fluoroquinazolin-4-yl)piperidin-3-ol CN1[C@H]2[C@@](CCC1)(CCC2)COC2=NC1=C(C(=CC=C1C(=N2)N2C[C@@H](CCC2)O)C2=CC(=CC1=CC=C(C(=C21)C#C)F)O)F